The molecule is a 19-membered cyclodepsipeptide isolated from Floridian marine cyanobacterium Lyngbya sp. It exhibits inhibitory activity towards the enzyme trypsin. It has a role as a metabolite, a serine protease inhibitor and an EC 3.4.21.4 (trypsin) inhibitor. It is a cyclodepsipeptide, an organobromine compound and a macrocycle. CCCC(=O)N[C@@H](C(C)C)C(=O)N[C@H]1[C@H](OC(=O)[C@@H](NC(=O)[C@@H](N(C(=O)[C@@H](N2[C@@H](CC[C@H](C2=O)NC(=O)[C@@H](NC1=O)CCCCN)O)[C@H](C)CC)C)CC3=CC(=C(C=C3)OC)Br)C(C)C)C